C(C)OC(=O)C=1C=NN2C1N=C(C=C2)C2=CC=C(C=C2)Cl 5-(4-chlorophenyl)pyrazolo[1,5-a]pyrimidine-3-carboxylic acid ethyl ester